1-isopropyl-4-(2,3,5-trifluorophenyl)-1H-benzo[d]imidazole-2-carboxylic acid lithium [Li].C(C)(C)N1C(=NC2=C1C=CC=C2C2=C(C(=CC(=C2)F)F)F)C(=O)O